C[C@@H]1O[C@@H](CN(C1)C1=CC=CC(=N1)C1=NC2=CC(=NC=C2C=C1)CN=C(C1=CC=CC=C1)C1=CC=CC=C1)C N-((2-(6-((cis)-2,6-dimethylmorpholino)pyridin-2-yl)-1,6-naphthyridin-7-yl)methyl)-1,1-diphenylmethanimine